O=C(CCC(=O)O)OCCOC(C1=CC(=C(C(=C1)OCCCCCCCCCCCCCCCCCC)OCCCCCCCCCCCCCCCCCC)OCCCCCCCCCCCCCCCCCC)=O 4-Oxo-4-(2-[{3,4,5-tris(octadecyloxy)benzoyl}oxy]ethoxy)butanoic acid